(9H-fluoren-9-yl)methyl (2-(((((3R,3aR,6R,6aR)-6-hydroxyhexahydrofuro[3,2-b]furan-3-yl)oxy)methyl)-amino)-2-oxoethyl)carbamate O[C@@H]1CO[C@H]2[C@@H]1OC[C@H]2OCNC(CNC(OCC2C1=CC=CC=C1C=1C=CC=CC21)=O)=O